C(C)OC=1C=C(C=C(C1)OCC)C1=CC(=NN1C1=C(C=CC=C1)C)C(=O)OC Methyl 5-(3,5-diethoxyphenyl)-1-(2-methylphenyl)-1H-pyrazole-3-carboxylate